COC1=C(CNC2=NC=CC=3C(=CC=CC23)NCC2=CC(=NC=C2)OCC2CC=3N(CC2)C=CN3)C=CC(=C1)OC N1-(2,4-dimethoxybenzyl)-N5-((2-((5,6,7,8-tetrahydroimidazo[1,2-a]pyridin-7-yl)methoxy)pyridin-4-yl)methyl)isoquinoline-1,5-diamine